OCC=1C=C(C=CC1)NC(C1=CC(=NC=C1)N1C=NC=C1)=O N-(3-(hydroxymethyl)phenyl)-2-(1H-imidazol-1-yl)isonicotinamide